CS(=O)(=O)[O-].C(C)[N+](C)(C)C ethyltrimethylammonium methanesulfonate